N-(4-bromo-3-methoxy-2-nitrophenyl)oxetan-3-amine BrC1=C(C(=C(C=C1)NC1COC1)[N+](=O)[O-])OC